C(C)(C)(C)C1=CC=C(C=C1)CN1C(CCC1CC(=O)N1C(CCCCC1)C1=CC=C(C=C1)OC)=O 1-[(4-tert-butylphenyl)methyl]-5-[2-[2-(4-methoxyphenyl)azepan-1-yl]-2-oxoethyl]pyrrolidin-2-one